COC=1C(C(=CN2CC3OCCC(N3C(C21)=O)C)C(=O)O)=O 3,4,6,8,12,12A-hexahydro-7-methoxy-4-methyl-6,8-dioxo-2H-pyrido[1',2':4,5]pyrazino[2,1-B][1,3]oxazine-9-carboxylic acid